2-((2-Aminopyrazolo[1,5-a]pyrimidine-3-carboxamido)methyl)-5-chlorobenzofuran-7-carboxylic acid NC1=NN2C(N=CC=C2)=C1C(=O)NCC=1OC2=C(C1)C=C(C=C2C(=O)O)Cl